(5-(aminomethyl)-2-fluorophenyl)methanol HCl salt Cl.NCC=1C=CC(=C(C1)CO)F